O=C1NC(CCC1NC1=CC(=C(C=C1)N1CCC(CC1)CCN1CCC(CC1)C(=O)OC(C)(C)C)F)=O tert-butyl 1-[2-[1-[4-[(2,6-dioxo-3-piperidyl)amino]-2-fluoro-phenyl]-4-piperidyl]ethyl]piperidine-4-carboxylate